CN(S(O)(=O)=O)CC(CCl)O N-methyl-N-(2-hydroxy-3-chloropropyl)sulfamic acid